COCCN1C=NC=C1CC#N 1-(2-methoxyethyl)-1H-imidazol-5-yl-acetonitrile